NC1=CC=C(C=C1)N1CCC(CC1)N1CC2(CC1)CCN(CC2)C=2C(=C(C(=O)NC1C(NC(CC1)=O)=O)C=CC2)F 3-(2-(1-(4-aminophenyl)piperidin-4-yl)-2,8-diazaspiro[4.5]decan-8-yl)-N-(2,6-dioxopiperidin-3-yl)-2-fluorobenzamide